(2S,3S)-3-((tert-butyldimethylsilyl)oxy)-N-methyl-N-(m-tolyl)pyrrolidine-2-carboxamide [Si](C)(C)(C(C)(C)C)O[C@@H]1[C@H](NCC1)C(=O)N(C=1C=C(C=CC1)C)C